sodium (4-((S)-2-((S)-2-((methoxycarbonyl)amino)-3-phenylpropanamido)-2-(2-(thiophen-2-yl)thiazol-4-yl)ethyl)phenyl)sulfamate COC(=O)N[C@H](C(=O)N[C@@H](CC1=CC=C(C=C1)NS([O-])(=O)=O)C=1N=C(SC1)C=1SC=CC1)CC1=CC=CC=C1.[Na+]